2,4-dihydroxy-5-(o-methoxybenzoyl)benzophenone OC1=C(C(=O)C2=CC=CC=C2)C=C(C(=C1)O)C(C1=C(C=CC=C1)OC)=O